3,5-dichloro-4-iodophenol ClC=1C=C(C=C(C1I)Cl)O